(R)-2-(4-(5-cyclopropyl-1,3,4-oxadiazol-2-yl)-4-((6-oxo-5-(trifluoromethyl)-1,6-dihydropyridazin-4-yl)amino)butyl)-7-fluoro-6-(5-(trifluoromethyl)pyrimidin-2-yl)isoquinolin-1(2H)-one C1(CC1)C1=NN=C(O1)[C@@H](CCCN1C(C2=CC(=C(C=C2C=C1)C1=NC=C(C=N1)C(F)(F)F)F)=O)NC=1C=NNC(C1C(F)(F)F)=O